N-[1-[(6-chloro-3-pyridyl)methyl]-2-pyridinylidene]-2,2,3,3,3-pentafluoropropionamide ClC1=CC=C(C=N1)CN1C(C=CC=C1)=NC(C(C(F)(F)F)(F)F)=O